NC1=CC=C(OCC2CCC(CC2)CO)C=C1 ((1s,4s)-4-((4-Aminophenoxy)methyl)cyclohexyl)methanol